BrC1=C(C=CC=C1)C1NCCC1 2-(2-bromophenyl)pyrrolidine